1,3-difluoro-5-methoxy-2-nitrobenzene FC1=C(C(=CC(=C1)OC)F)[N+](=O)[O-]